FC1=CC=C(CC2=CC3=C(OC[C@@H](N3)C)N=C2C(=O)NCCOCCOC)C=C1 (S)-7-(4-fluorobenzyl)-N-(2-(2-methoxyethoxy)ethyl)-2-methyl-2,3-dihydro-1H-pyrido[2,3-b][1,4]oxazine-6-carboxamide